[1,2,4]triazolo[4,3-b]pyridazine-6-carboxylic acid N=1N=CN2N=C(C=CC21)C(=O)O